4-isocyanatobenzoyloxy-ethyl-sulfonate N(=C=O)C1=CC=C(C(=O)OCCS(=O)(=O)[O-])C=C1